CC1(OB(OC1(C)C)C1=NN2C(CN(CC2)C(=O)OC(C)(C)C)=C1)C tert-butyl 2-(4,4,5,5-tetramethyl-1,3,2-dioxaborolan-2-yl)-6,7-dihydro-4H-pyrazolo[1,5-a]pyrazine-5-carboxylate